[Li].C1C=CC2=CC=CC=C12 indene-lithium salt